CC=1C(=NC(=NC1)NC(C)C1CCOCC1)N1C=C(C=C1)C(=O)O 1-{5-Methyl-2-[1-(tetra-hydro-pyran-4-yl)-ethyl-amino]-pyrimidin-4-yl}-1H-pyrrole-3-carboxylic acid